C(C=C)(=O)OCCCCCCCC[Si](C)(C)Cl acryloxyoctylchlorodimethylsilane